C(CCC)C1=CC=C(C=C1)C#CC1=CC=C(C=C1)C1=C(C(=C(N)C(=C1F)F)F)F 4-[4-[2-(4-butylphenyl)ethynyl]phenyl]-2,3,5,6-tetrafluoro-aniline